FC(=C1CC(NCC1)C1=CC=C(C=C1)C(F)(F)F)F 4-(difluoromethylene)-2-[4-(trifluoromethyl)phenyl]piperidine